CC(C)(C)[O-].[K+] potassium tertiary-butylate